N4-(4-(1H-indol-3-yl)-5-methoxypyrimidin-2-yl)-N1-(2-(dimethylamino)ethyl)-N1,N2-dimethylbenzene-1,2,4-triamine N1C=C(C2=CC=CC=C12)C1=NC(=NC=C1OC)NC=1C=C(C(=CC1)N(C)CCN(C)C)NC